morpholino(8-phenyl-1,3,4,5-tetrahydro-2H-pyrido[4,3-b]indol-2-yl)methanone O1CCN(CC1)C(=O)N1CC2=C(NC=3C=CC(=CC23)C2=CC=CC=C2)CC1